N-benzyl-6,7-dihydroxy-1-(propan-2-yl)-1,2,3,4-tetrahydroisoquinoline-2-carbothioamide C(C1=CC=CC=C1)NC(=S)N1C(C2=CC(=C(C=C2CC1)O)O)C(C)C